ClC1=NC=CC=2C1=CN(N2)CC=2N=C1N(C=C(C=C1N1C(CCC1)=O)C1CC1)C2 1-(2-((4-chloro-2H-pyrazolo[4,3-c]pyridin-2-yl)methyl)-6-cyclopropylimidazo[1,2-a]pyridin-8-yl)pyrrolidin-2-one